ClC1=CC2=C(N=CN=C2NC2=C(C(=C(C=C2)OC2=CC3=C(N(C=N3)C)C=C2)C)F)C=N1 6-chloro-N-{2-fluoro-3-methyl-4-[(1-methyl-1,3-benzodiazol-5-yl)oxy]phenyl}pyrido[3,4-d]pyrimidin-4-amine